N1=CC=C(C=C1)NC(=O)C1=CC2=CC=C(C=C2C=C1)C(=O)NC1=CC=NC=C1 N2,N6-di(pyridin-4-yl)naphthalene-2,6-dicarboxamide